methyl (E)-3-(5-((1R,4S)-N-((9-chloro-1-methyl-1H-benzo[f]indazol-8-yl)methyl)bicyclo[2.2.1]heptane-2-carboxamido)pyridin-3-yl)acrylate ClC=1C2=C(C=C3C=NN(C13)C)C=CC=C2CN(C(=O)C2[C@@H]1CC[C@H](C2)C1)C=1C=C(C=NC1)/C=C/C(=O)OC